1-propanesulfonic acid ammonium salt [NH4+].C(CC)S(=O)(=O)[O-]